ClC1=CC(=C(C=C1)CO)C1OCC=C1 (4-Chloro-2-(2,5-dihydrofuran-2-yl)phenyl)methanol